ClC1=C(C(=CC(=C1)F)Cl)NC=1N(C2=NC(=NC=C2N1)NC1CCOCC1)C1CCC(CC1)C(=O)OC (1s,4s)-Methyl 4-(8-((2,6-dichloro-4-fluorophenyl)amino)-2-((tetrahydro-2H-pyran-4-yl)amino)-9H-purin-9-yl)cyclohexanecarboxylate